C1(=CC=CC=C1)C1=C(C(=CC=C1)C1=CC=CC=C1)B1OC(C(O1)(C)C)(C)C 2-([1,1':3',1''-terphenyl]-2'-yl)-4,4,5,5-tetramethyl-1,3,2-dioxaborolane